bis-(4-aminophenyl)-phenylphosphine oxide NC1=CC=C(C=C1)P(C1=CC=CC=C1)(C1=CC=C(C=C1)N)=O